benzyl ((S)-1-((3R,5'S)-5-bromo-5'-cyano-2-oxospiro[indoline-3,3'-pyrrolidin]-1'-yl)-4-methyl-1-oxopentan-2-yl)(methyl)carbamate BrC=1C=C2C(=CC1)NC([C@@]21CN([C@@H](C1)C#N)C([C@H](CC(C)C)N(C(OCC1=CC=CC=C1)=O)C)=O)=O